COC1=CC=C(C=C1)C1=CN=C2N1C=CN=C2NC2=CC(=C(C=C2)NC(CN2CCNCC2)=O)C N-(4-((3-(4-methoxyphenyl)imidazo[1,2-a]pyrazin-8-yl)amino)-2-methylphenyl)-2-(piperazin-1-yl)acetamide